C(C)OC(C1=CN=C(C(=C1)[N+](=O)[O-])C)=O 6-Methyl-5-nitronicotinic acid ethyl ester